(17-(4-((6-cyano-1H-indol-1-yl)methyl)-1H-imidazol-1-yl)-13-oxo-3,6,9-trioxa-12-aza-heptadecyl)carbamic acid tert-butyl ester C(C)(C)(C)OC(NCCOCCOCCOCCNC(CCCCN1C=NC(=C1)CN1C=CC2=CC=C(C=C12)C#N)=O)=O